tert-butyl (3-(prop-1-yn-1-yl)phenyl)carbamate C(#CC)C=1C=C(C=CC1)NC(OC(C)(C)C)=O